N1(C=CC=2C1=NC=CC2)C2=NC(=NC=C2)NC=2C(=CC(=C(C2)NC(\C=C\CN(C)C)=O)NC)OC (E)-N-(5-((4-(1H-pyrrolo[2,3-b]pyridin-1-yl)pyrimidin-2-yl)amino)-4-methoxy-2-(methylamino)phenyl)-4-(dimethylamino)but-2-enamide